6-bromo-8-fluoro-3,4-dihydroisoquinoline-2,3(1H)-dicarboxylic acid BrC=1C=C2CC(N(CC2=C(C1)F)C(=O)O)C(=O)O